ClC=1C(=C(C=CC1Cl)NC1=NC=NC2=CC(=C(C=C12)OC1CCN(CC1)S(=O)(=O)C=C)OC)F N-(3,4-dichloro-2-fluorophenyl)-7-methoxy-6-((1-(vinylsulfonyl)piperidin-4-yl)oxy)quinazolin-4-amine